FC1=C2C(NC(=NC2=CC(=C1)OCC1CCOCC1)CSC1CCN(CC1)CC(=O)O)=O 2-(4-(((5-fluoro-4-oxo-7-((tetrahydro-2H-pyran-4-yl)methoxy)-3,4-dihydroquinazolin-2-yl)methyl)thio)piperidin-1-yl)acetic acid